(+-)-4-(5-(3-(1H-pyrazol-1-yl)propyl)-3-(2-((2R)-2-hydroxy-7-azabicyclo[2.2.1]heptan-7-yl)acetyl)-2-methyl-1H-pyrrol-1-yl)benzonitrile N1(N=CC=C1)CCCC1=CC(=C(N1C1=CC=C(C#N)C=C1)C)C(CN1C2[C@@H](CC1CC2)O)=O